COC(=O)N1C[C@H](CC1)NC=1C2=C(N=C(N1)Cl)CCS2 (S)-3-((2-chloro-6,7-dihydrothieno[3,2-d]pyrimidin-4-yl)amino)pyrrolidine-1-carboxylic acid methyl ester